(E)-tert-butyl (3-(4-formylstyryl)phenyl)carbamate C(=O)C1=CC=C(/C=C/C=2C=C(C=CC2)NC(OC(C)(C)C)=O)C=C1